ClCCC(=C(C1=CC=C(C=C1)O)C1=CC=C(C=C1)N1CCC(CC1)CN1C[C@H](CCC1)NC=1C=C2C(N(C(C2=CC1)=O)C1C(NC(CC1)=O)=O)=O)C1=CC=C(C=C1)O 5-(((S)-1-((1-(4-(4-chloro-1,2-bis(4-hydroxyphenyl)but-1-en-1-yl)phenyl)piperidin-4-yl)methyl)piperidin-3-yl)amino)-2-(2,6-dioxopiperidin-3-yl)isoindoline-1,3-dione